(2-(3,5-dichlorophenyl)-6-((2-(piperazin-1-yl)pyrimidin-5-yl)oxy)pyridin-4-yl)methanol ClC=1C=C(C=C(C1)Cl)C1=NC(=CC(=C1)CO)OC=1C=NC(=NC1)N1CCNCC1